2-[(2S)-2-amino-3-(2-oxo-3-{[2-(trimethylsilyl)ethoxy]methyl}-2,3-dihydro-1,3-benzooxazol-6-yl)propyl]-2,3-dihydro-1H-isoindole-1,3-dione N[C@H](CN1C(C2=CC=CC=C2C1=O)=O)CC1=CC2=C(N(C(O2)=O)COCC[Si](C)(C)C)C=C1